C1(CC1)N(C(=O)C=1C(=NN(C1F)C)C(F)F)CC1=C(C=CC=C1)C(C)C N-cyclopropyl-3-(difluoromethyl)-5-fluoro-1-methyl-N-[[2-(1-Methylethyl)phenyl]methyl]-1H-pyrazole-4-carboxamide